3-[6-[1-(4-piperidyl)-4-piperidyl]-1,2-benzoxazol-3-yl]piperidine-2,6-dione N1CCC(CC1)N1CCC(CC1)C1=CC2=C(C(=NO2)C2C(NC(CC2)=O)=O)C=C1